BrC=1C=CC(=C(C1)NC12CCCC(NC1)C2)[N+](=O)[O-] N-(5-bromo-2-nitrophenyl)-6-azabicyclo[3.2.1]octan-1-amine